CN(C(=O)C1(CC1)NC(=O)C1=CC2=C(N(C(=N2)NC=2SC3=C(N2)C=CC(=C3)OC(F)(F)F)C)C=C1)C 1-Methyl-2-(6-trifluoromethoxy-benzothiazol-2-ylamino)-1H-benzimidazole-5-carboxylic acid (1-dimethylcarbamoyl-cyclopropyl)-amide